FC1=CC(=CC2=CN(N=C12)C)C1=CC2=NN(C=C2S1)COCC[Si](C)(C)C 7-fluoro-2-methyl-5-(2-[[2-(trimethyl-silyl)ethoxy]methyl]thieno[3,2-c]pyrazol-5-yl)indazole